[Cl-].[Cl-].C(C)C1(C(=CC(=C1)CC)CC)[Hf+2]C1(C(=CC(=C1)CC)CC)CC bis[1,2,4-tri(ethyl)cyclopentadienyl]hafnium dichloride